C(C1=CC=CC=C1)OC(=O)N[C@H]1C[C@@H](CCC1)C1=NC(=C2N1C(=CN=C2NCC2=C(C=C(C=C2)OC)OC)/C=C/CCCCCC(=O)OCC)Br Ethyl (E)-8-[3-[(1R,3R)-3-(benzyloxycarbonylamino)cyclohexyl]-1-bromo-8-[(2,4-dimethoxyphenyl)methylamino]imidazo[1,5-a]pyrazin-5-yl]oct-7-enoate